BrC1=CC=C(C=C1)C=1N=CNC(C1C#N)=O 4-(4-bromophenyl)-6-oxo-1,6-dihydropyrimidine-5-carbonitrile